1-benzyl-3-(1-phenylprop-1-en-2-yl)pyridine-2(1H)-one C(C1=CC=CC=C1)N1C(C(=CC=C1)C(=CC1=CC=CC=C1)C)=O